C12CN(CC(CCC1)N2)C=2SC=1CN(CCC1N2)C(CC2CCCC2)=O 1-(2-(3,9-diazabicyclo[3.3.1]nonan-3-yl)-6,7-dihydrothiazolo[5,4-c]pyridin-5(4H)-yl)-2-cyclopentylethan-1-one